1-[(furan-2-yl)methyl]-N-{4-[3-(4-methylphenyl)-1,2,4-oxadiazol-5-yl]Phenyl}-5-oxopyrrolidine-3-carboxamide O1C(=CC=C1)CN1CC(CC1=O)C(=O)NC1=CC=C(C=C1)C1=NC(=NO1)C1=CC=C(C=C1)C